BrC=1C2(C3=CC=CC=C3C1)CCC(CC2)(C(=O)O)NC2=CC(=CC=C2)C#N (1s,4s)-2'-bromo-4-(3-cyanoanilino)spiro[cyclohexane-1,1'-indene]-4-carboxylic acid